6-thia-3,5,12,19-tetrazatricyclo[12.3.1.14,8]nonadeca-1(18),4(19),5,7,14,16-hexaene C1=2CNC=3N=SC=C(CCCNCC(=CC=C1)C2)N3